2-(2-(2-methoxyethoxy)ethoxy)quinoline-2-formaldehyde COCCOCCOC1(NC2=CC=CC=C2C=C1)C=O